ClC1=CC(=NC=N1)C=1C=NC=2N(C1)C=CN2 6-(6-chloropyrimidin-4-yl)imidazo[1,2-a]pyrimidine